FC=1C=NC(=NC1)C1=CC(=NC=C1C(F)(F)F)NC(=O)[C@@H]1N([C@@H]2C[C@@H]2C1)C=1N=NC=CC1 (1R,3R,5R)-N-(4-(5-fluoropyrimidin-2-yl)-5-(trifluoromethyl)pyridin-2-yl)-2-(pyridazin-3-yl)-2-azabicyclo[3.1.0]hexane-3-carboxamide